(2r,4s)-5-([1,1'-biphenyl]-4-yl)-4-(t-butoxycarbonylamino)-2-methylpentanoic acid C1(=CC=C(C=C1)C[C@H](C[C@H](C(=O)O)C)NC(=O)OC(C)(C)C)C1=CC=CC=C1